3-(vinyloxy)propyldimethylamine C(=C)OCCCN(C)C